2-[4-amino-2-(3,5-dimethylisoxazol-4-yl)phenoxy]ethanol NC1=CC(=C(OCCO)C=C1)C=1C(=NOC1C)C